N-tosyl-oxyphthalimide S(=O)(=O)(C1=CC=C(C)C=C1)ON1C(C=2C(C1=O)=CC=CC2)=O